dibenzyl-1,4-diazabicyclo[2.2.2]octane C(C1=CC=CC=C1)C1(N2CCN(C1)CC2)CC2=CC=CC=C2